C(C=C)(=O)N1COC2(CN(C2)C(=O)OCCCC)C1 butyl 7-(prop-2-enoyl)-5-oxa-2,7-diazaspiro[3.4]octane-2-carboxylate